tris(4-tert-butyl-3-hydroxy-2,6-dimethylbenzyl)isocyanuric acid C(C)(C)(C)C1=C(C(=C(CN2C(N(C(N(C2=O)CC2=C(C(=C(C=C2C)C(C)(C)C)O)C)=O)CC2=C(C(=C(C=C2C)C(C)(C)C)O)C)=O)C(=C1)C)C)O